FC1=C2C=C(C=NC2=CC=C1)S(=O)(=O)N 5-fluoroquinoline-3-sulfonamide